(S)-(4-(3-chloro-4-(2-chloro-3-(6-methoxy-5-((((5-oxopyrrolidin-2-yl)methyl)amino)methyl)pyridin-2-yl)phenyl)pyridin-2-yl)-2-methoxybenzyl)glycine ClC=1C(=NC=CC1C1=C(C(=CC=C1)C1=NC(=C(C=C1)CNC[C@H]1NC(CC1)=O)OC)Cl)C1=CC(=C(CNCC(=O)O)C=C1)OC